C(#N)N=S(=O)(NC(NC1=C2CCCC2=CC=2CCCC12)=O)\C=C\[C@@H]1N(CCC1)S(=O)(=O)C1CCCCC1 (E)-N'-cyano-2-((R)-1-(cyclohexylsulfonyl)pyrrolidin-2-yl)-N-((1,2,3,5,6,7-hexahydro-s-indacen-4-yl)carbamoyl)ethene-1-sulfonimidamide